CC1=C2N=C3C(=C(C(=C(C3=CC2=CC=C1N)C)C)N)C tetramethylacridine-3,6-diamine